ethenyl-(ethene) C(=C)C=C